4-(2-((R or S)-6-(2-isopropylphenyl)-4-oxa-7-azaspiro[2.5]octan-7-yl)-7-azaspiro[3.5]nonan-7-yl)benzamide C(C)(C)C1=C(C=CC=C1)[C@@H]1COC2(CC2)CN1C1CC2(C1)CCN(CC2)C2=CC=C(C(=O)N)C=C2 |o1:9|